(E)-2-(2-chlorostyryl)-5-bromo-4-(4-fluorophenyl)thiazole ClC1=C(/C=C/C=2SC(=C(N2)C2=CC=C(C=C2)F)Br)C=CC=C1